[Se].P.P diphosphine selenium